2-oxo-7-({[(1s,4s)-4-{2-[2-(tert-butoxy)-2-oxoethoxy]phenyl}cyclohexyl]oxy}methyl)-1,8-diazaspiro[5.5]undecane-8-carboxylate O=C1NC2(CCC1)C(N(CCC2)C(=O)[O-])COC2CCC(CC2)C2=C(C=CC=C2)OCC(=O)OC(C)(C)C